(S)-5-(4-(2,3-dimethylphenyl)-2-(2,6-diazaspiro[3.4]octan-6-yl)-5,6,7,8-tetrahydroquinazolin-7-yl)-4-methylthiazole hydrochloride Cl.CC1=C(C=CC=C1C)C1=NC(=NC=2C[C@H](CCC12)C1=C(N=CS1)C)N1CC2(CNC2)CC1